6,8-Dihydroxy-7-(cyclobutylcarbonyl)-9-isobutyl-2,2,4,4-tetramethyl-4,9-dihydro-1H-xanthene OC=1C=C2OC=3C(CC(CC3C(C2=C(C1C(=O)C1CCC1)O)CC(C)C)(C)C)(C)C